6-[6-[1-[(E)-2-(aminomethyl)-3-fluoro-allyl]-5-oxo-1,2,4-triazol-4-yl]-2-pyridyl]-1-methyl-3,4-dihydroquinolin-2-one hydrochloride Cl.NC/C(/CN1N=CN(C1=O)C1=CC=CC(=N1)C=1C=C2CCC(N(C2=CC1)C)=O)=C\F